(7Z)-11-iodo-1,1-didecyloxy-7-undecene ICCC\C=C/CCCCCC(OCCCCCCCCCC)OCCCCCCCCCC